BrC=1C(=NC(=NC1)N)COC 5-bromo-4-(methoxymethyl)pyrimidin-2-amine